ClC=1C=CC2=C(C=C[C@H](O2)C(=O)NC23CC(C2)(C3)NC(COC3=CC(=C(C=C3)Cl)F)=O)C1 (2S)-6-chloro-N-{3-[2-(4-chloro-3-fluorophenoxy)acetamido]bicyclo[1.1.1]pent-1-yl}-2H-1-benzopyran-2-carboxamide